CC1=CNC2=NC=C(C=C21)C=2C=C1CCN(CC1=C(C2)[C@H]2N(CCC2)C(=O)OC(C)(C)C)C(C2=CC(=NC(=C2)C)C)=O (S)-tert-butyl 2-(6-(3-methyl-1H-pyrrolo[2,3-b]pyridin-5-yl)-2-(2,6-Dimethylisonicotinoyl)-1,2,3,4-tetrahydroisoquinolin-8-yl)pyrrolidine-1-carboxylate